aluminum myristoyl sarcosinate N(C)CC(=O)OC(CCCCCCCCCCCCC)=O.[Al]